COC1OC[C@@H]2OC(C[C@@H]21)=O (3aS,6aR)-tetrahydro-4-methoxyfuro[3,4-b]furan-2(3H)-one